bromo-isoxazole BrC1=NOC=C1